piperidin-4-yl 2-methoxyacetate COCC(=O)OC1CCNCC1